BrC(C(=O)NC=1C=C(C(=CC1O)F)C1=C(C(=C(C(=C1F)CCO)F)F)F)(F)F 2-bromo-2,2-difluoro-N-(2',3',4',6,6'-pentafluoro-4-hydroxy-5'-(2-hydroxyethyl)-[1,1'-biphenyl]-3-yl)acetamide